(1H-indol-3-yl)-1H-pyrazole-5-carbohydrazide N1C=C(C2=CC=CC=C12)N1N=CC=C1C(=O)NN